(1S,4s)-4-(8-(4-chloro-2,6-difluorophenylamino)-2-((R)-3,3-dimethyltetrahydro-2H-pyran-4-ylamino)-9H-purin-9-yl)cyclohexanecarboxamide ClC1=CC(=C(C(=C1)F)NC=1N(C2=NC(=NC=C2N1)N[C@@H]1C(COCC1)(C)C)C1CCC(CC1)C(=O)N)F